N1CC(C1)C=1C=C(OC=2C=CC(=C(C2)C2=NN(C=C2NC(=O)C=2C=NN3C2N=CC=C3)C)OC(F)F)C=CC1 N-[3-[5-[3-(azetidin-3-yl)phenoxy]-2-(difluoromethoxy)phenyl]-1-methyl-pyrazol-4-yl]pyrazolo[1,5-a]pyrimidine-3-carboxamide